BrC1=NC(=CC(=C1)C(CC)O)Cl 1-(2-bromo-6-chloropyridin-4-yl)-1-hydroxypropan